(2R,4aR)-10-chloro-11-fluoro-8-(2-Isopropyl-4-methylpyridin-3-yl)-2-methyl-5,7-dioxo-1,2,4,4a,5,6,7,8-octahydro-3H-pyrazino[1',2':4,5]pyrazino[2,3-c][1,8]naphthyridine-3-carboxylate ClC=1C(=CC=2C3=C(C(N(C2N1)C=1C(=NC=CC1C)C(C)C)=O)NC([C@@H]1N3C[C@H](N(C1)C(=O)[O-])C)=O)F